2-[(4-cyano)-phenylpropionamido]-3-(4-benzyloxyphenyl)-propionic acid C(#N)C1=CC=C(C=C1)CCC(=O)NC(C(=O)O)CC1=CC=C(C=C1)OCC1=CC=CC=C1